O=C1N(CCC2=CC=NC=C12)CC=1OC2=C(C1)C=CC=C2C(=O)OCC(F)F 2,2-Difluoroethyl 2-((1-oxo-3,4-dihydro-2,7-naphthyridin-2(1H)-yl)methyl)benzofuran-7-carboxylate